C[C@H]1N(CCN(C1)C)[C@@H](C(=O)NC=1C=CC=C2C(=CNC12)C1=NC(=NC=C1C)NC=1C(=NN(C1)C)OCC)C (2R)-2-[(2R)-2,4-dimethylpiperazin-1-yl]-N-(3-{2-[(3-ethoxy-1-methyl-1H-pyrazol-4-yl)amino]-5-methylpyrimidin-4-yl}-1H-indol-7-yl)propanamide